(R)-PENT-4-EN-2-YL 4-METHYLBENZENESULFONATE CC1=CC=C(C=C1)S(=O)(=O)O[C@H](C)CC=C